N-(2-chloro-4-trifluoromethylphenyl)acetamide ClC1=C(C=CC(=C1)C(F)(F)F)NC(C)=O